(2Z)-2-{[(octylsulfonyl)oxy]imino}thiophen C(CCCCCCC)S(=O)(=O)O\N=C\1/SC=CC1